N-methyl-N-(3-oxo-3-phenylpropyl)formamide CN(C=O)CCC(C1=CC=CC=C1)=O